C(C=C)(=O)OC1=CC=C(C=C1)C[C@@H](C(=O)O)N (S)-3-(4-(acryloyloxy)phenyl)-2-aminopropionic acid